2-(5-(3-fluoro-4-(trifluoromethyl)phenyl)-1-(4-(trifluoromethyl)benzyl)-1,2,3,4-tetrahydropyridin-3-yl)acetic acid ethyl ester C(C)OC(CC1CN(C=C(C1)C1=CC(=C(C=C1)C(F)(F)F)F)CC1=CC=C(C=C1)C(F)(F)F)=O